1-[4-[(tert-butyldimethylsilyl)oxy]phenyl]ethyl methanesulfonate CS(=O)(=O)OC(C)C1=CC=C(C=C1)O[Si](C)(C)C(C)(C)C